(E,2S,3R)-2-aminotetracosane-4-ene-1,3-diol N[C@@H](CO)[C@@H](\C=C\CCCCCCCCCCCCCCCCCCC)O